(R)-2-((1-(3,7-dimethyl-2-(4-(1-methyl-1H-pyrazol-3-yl)piperidin-1-yl)-4-oxo-4H-pyrido[1,2-a]pyrimidin-9-yl)ethyl)amino)benzoic acid CC1=C(N=C2N(C1=O)C=C(C=C2[C@@H](C)NC2=C(C(=O)O)C=CC=C2)C)N2CCC(CC2)C2=NN(C=C2)C